6-(3-methoxyphenyl)-8-nitro-2-oxo-2H-chromen-3-carbonitrile COC=1C=C(C=CC1)C=1C=C2C=C(C(OC2=C(C1)[N+](=O)[O-])=O)C#N